O[C@@H]1CN(CC[C@H]1O)C1=CC=C(C=N1)C=1C=C(C=2N(C1)N=CC2C#N)O[C@H](C)C2=NC=C(C=C2)F 6-(6-((3R,4R)-3,4-dihydroxypiperidin-1-yl)pyridin-3-yl)-4-((R)-1-(5-fluoropyridin-2-yl)ethoxy)pyrazolo[1,5-a]pyridine-3-carbonitrile